1-(4-{[(1R)-1-[3-(1,1-difluoro-2-hydroxyethyl)phenyl]ethyl]amino}-2,7-dimethyl-7H-pyrazolo[3,4-h]quinazolin-6-yl)pyrrolidin-3-ol FC(CO)(F)C=1C=C(C=CC1)[C@@H](C)NC1=NC(=NC2=C3C(=C(C=C12)N1CC(CC1)O)N(N=C3)C)C